CN(C(=O)C1CCS(CC1)(=O)=O)[C@H](C(F)(F)F)C1=CC=C(C=C1)NC=1C(=C2C(=NC1)SC(=N2)C)[C@@H](C(F)(F)F)OC N-methyl-1,1-dioxo-N-{(1S)-2,2,2-trifluoro-1-[4-({2-methyl-7-[(1S)-2,2,2-trifluoro-1-methoxyethyl][1,3]thiazolo[5,4-b]pyridin-6-yl}amino)phenyl]ethyl}-1λ6-thiane-4-carboxamide